(isopropyl 1-(5-(3-cyano-6-(1-methyl-1H-pyrazol-4-yl) pyrazolo[1,5-a]pyridin-4-yl) pyridin-2-yl) piperidin-4-yl) carbamate C(N)(OC1CC(N(CC1)C1=NC=C(C=C1)C=1C=2N(C=C(C1)C=1C=NN(C1)C)N=CC2C#N)C(C)C)=O